(2S,5R)-2-(N-(3-(Methylamino) cyclopentyl) carbamimidoyl)-7-oxo-1,6-diazabicyclo[3.2.1]octan-6-yl hydrogen sulfate S(=O)(=O)(ON1[C@@H]2CC[C@H](N(C1=O)C2)C(NC2CC(CC2)NC)=N)O